C([C@H](C(=O)O)O)C(=O)O (+)-D-malic acid